C1(CC1)OC=1C=CC(=C(C(=O)NC)C1)C=O 5-CYCLOPROPOXY-2-FORMYL-N-METHYLBENZAMIDE